2,3,4,5-tetrafluoro-N-(3-fluoro-4-methoxyphenyl)-6-(methylsulfinyl)benzamide FC1=C(C(=O)NC2=CC(=C(C=C2)OC)F)C(=C(C(=C1F)F)F)S(=O)C